CN1N=CC=C1C(=O)N[C@H](C(=O)NC1=CC=C(C=C1)N1C(=NC=C1)C)[C@@H]1CCCC2=CC=C(C=C12)C1=CC(=NC=C1)N1[C@@H]2CO[C@H](C1)C2 2-methyl-N-[(1S)-2-[4-(2-methylimidazol-1-yl)anilino]-1-[(1R)-7-[2-[(1S,4S)-2-oxa-5-azabicyclo[2.2.1]heptan-5-yl]-4-pyridyl]tetralin-1-yl]-2-oxo-ethyl]pyrazole-3-carboxamide